3-ethyl-3-[[(2-ethylhexyl)oxy]methyl]oxetane C(C)C1(COC1)COCC(CCCC)CC